NC1=CC=C(C=C1)N1CCC(CC1)CN1CCC2(CC(C2)NC(OCC2=CC=CC=C2)=O)CC1 benzyl (7-((1-(4-aminophenyl)piperidin-4-yl)methyl)-7-azaspiro[3.5]nonan-2-yl)carbamate